O\N=C(/C(=O)NC1=CC(=CC=C1)C1=NN(N=C1)C)\C(C)=O (Z)-2-(hydroxyimino)-N-(3-(2-methyl-2H-1,2,3-triazol-4-yl)phenyl)-3-oxobutanamide